S1C(=CC=C1)C(=C)C1OC1 2-(1-(thien-2-yl)vinyl)oxirane